N[C@H]1C[C@@H](NC1)C(=O)O (2R,4S)-4-Amino-pyrrolidine-2-carboxylic acid